(3-carbamoylisoxazol-5-yl)methyl (2-(2-(5-bromopyridin-2-yl)octahydrocyclopenta[c]pyrrol-5-yl)ethyl)carbamate BrC=1C=CC(=NC1)N1CC2C(C1)CC(C2)CCNC(OCC2=CC(=NO2)C(N)=O)=O